3-methyl-Benzoxazoline CN1COC2=C1C=CC=C2